1-(imidazo[1,2-a]pyridin-3-ylmethyl)-N-(3-(4-methyl-1H-imidazol-1-yl)-5-(trifluoromethyl)phenyl)indoline-6-carboxamide N=1C=C(N2C1C=CC=C2)CN2CCC1=CC=C(C=C21)C(=O)NC2=CC(=CC(=C2)C(F)(F)F)N2C=NC(=C2)C